N1(CCCC1)CCC1=NC=C(C(=O)N)C=C1 6-(2-pyrrolidin-1-ylethyl)nicotinamide